2,2'-diphenyl-ethynyl-4,4'-dibromobiphenyl C1(=CC=CC=C1)C#CC1=C(C=CC(=C1)Br)C1=C(C=C(C=C1)Br)C1=CC=CC=C1